C(CCC)C1=CC=C2CC(C(C2=C1)=O)C 6-butyl-2-methyl-2,3-dihydro-1H-inden-1-one